NC=1C2=C(N=CN1)N(C=C2C=2C=C(CNS(=O)(=O)CC)C=CC2)C2CC(C2)CN2CCC2 N-(3-(4-amino-7-((s,3s)-3-(azetidin-1-ylmethyl)cyclobutyl)-7H-pyrrolo[2,3-d]pyrimidin-5-yl)benzyl)ethanesulfonamide